(2,6-Dioxopiperidin-3-yl)-3-methyl-2-oxo-2,3-dihydro-1H-benzo[d]imidazole-4-carbaldehyde O=C1NC(CCC1N1C(N(C2=C1C=CC=C2C=O)C)=O)=O